methoxy-5-[[2-[(2R,5S)-5-methyl-2-[6-(methylamino)-3-pyridyl]-1-piperidyl]-2-oxo-acetyl]amino]pyridine-3-carboxamide COC1=NC=C(C=C1C(=O)N)NC(C(=O)N1[C@H](CC[C@@H](C1)C)C=1C=NC(=CC1)NC)=O